Methyl 2-bromo-4-oxo-4,5,6,7-tetrahydropyrazolo[1,5-a]pyridine-5-carboxylate BrC1=NN2C(C(C(CC2)C(=O)OC)=O)=C1